6-(difluoromethyl)-N-(6-methyl-5-(7-(methylamino)-1,6-naphthyridin-3-yl)pyridin-3-yl)-5,6,7,8-tetrahydroimidazo[1,2-a]pyridine-3-carboxamide FC(C1CCC=2N(C1)C(=CN2)C(=O)NC=2C=NC(=C(C2)C=2C=NC1=CC(=NC=C1C2)NC)C)F